FC=1C(=C(C=C(C1)C(C)C)C(C(=O)O)N1C[C@@H](CC1)OCCCCCC1=NC=2NCCCC2C(=C1)OC)OC 2-(3-fluoro-5-isopropyl-2-methoxyphenyl)-2-((R)-3-((5-(4-methoxy-5,6,7,8-tetrahydro-1,8-naphthyridin-2-yl)pentyl)oxy)pyrrolidin-1-yl)acetic acid